tert-butyl 4-(6-oxo-5-phenylpyrimidin-1(6H)-yl)piperidine-1-carboxylate O=C1C(=CN=CN1C1CCN(CC1)C(=O)OC(C)(C)C)C1=CC=CC=C1